C(=C)I (E)-vinyl iodide